NC1=C(NC(NC1=O)=O)C(=O)O 5-amino-2,6-dioxo-1,2,3,6-tetrahydropyrimidine-4-carboxylic acid